tert-butyl (S)-4-(6-amino-5-methylpyridazin-3-yl)-2-methylpiperazine-1-carboxylate NC1=C(C=C(N=N1)N1C[C@@H](N(CC1)C(=O)OC(C)(C)C)C)C